6-(methyl)imidazo[1,2-a]pyrazine-2-carboxamide CC=1N=CC=2N(C1)C=C(N2)C(=O)N